6-(4-aminophenyl)-1-(2,6-difluorobenzyl)-5-((dimethylamino)Methyl)-3-(6-(oxetan-3-yloxy)pyridin-3-yl)thieno[2,3-d]pyrimidine-2,4(1H,3H)-dione NC1=CC=C(C=C1)C1=C(C2=C(N(C(N(C2=O)C=2C=NC(=CC2)OC2COC2)=O)CC2=C(C=CC=C2F)F)S1)CN(C)C